ClC1=C(C=NC2=C(C=CC=C12)C1=CC(=CC(=C1)C)C)C(=O)O 4-chloro-8-(3,5-dimethylphenyl)quinoline-3-carboxylic acid